N-ethyl-1-(5-ethylpyridin-2-yl)ethan-1-amine C(C)NC(C)C1=NC=C(C=C1)CC